2-[[4-[5-isobutyl-2-(2H-tetrazol-5-yl)phenyl]piperazin-1-yl]methyl]-5-methyl-1,3,4-oxadiazole C(C(C)C)C=1C=CC(=C(C1)N1CCN(CC1)CC=1OC(=NN1)C)C=1N=NNN1